CC(CCOC=1C=C(C=CC1)C1=C(N=C(S1)NS(=O)(=O)C1=C(C=CC(=C1)NC)F)C1=C(C=CC=C1C(F)(F)F)C)(C)C N-[5-[3-(3,3-dimethylbutoxy)phenyl]-4-[2-methyl-6-(trifluoromethyl)phenyl]-1,3-thiazol-2-yl]-2-fluoro-5-(methylamino)benzenesulfonamide